C(C)(C)C1=NOC(=N1)N1CCC(CC1)C(C)OC=1SC2=NC(=CC=C2N1)C=1C=NC(=CC1)C(F)(F)F 2-(1-(1-(3-isopropyl-1,2,4-oxadiazol-5-yl)piperidin-4-yl)ethoxy)-5-(6-(trifluoromethyl)pyridin-3-yl)thiazolo[5,4-b]pyridine